3-(2-naphthyl)-5-cyano-4,6-diamino-2-ethoxycarbonyl-1-p-toluenesulfonyl-2,3-dihydro-1H-pyrrolo[2,3-b]pyridine C1=C(C=CC2=CC=CC=C12)C1C(N(C2=NC(=C(C(=C21)N)C#N)N)S(=O)(=O)C2=CC=C(C)C=C2)C(=O)OCC